NC1=CC(=NC=C1)[C@@H](C)NC(=O)C1=CC2=CC=CC(=C2C=C1)OC1=CC=C(C=C1)C(F)(F)F (R)-N-(1-(4-aminopyridin-2-yl)ethyl)-5-(4-(trifluoromethyl)phenoxy)-2-naphthamide